CNC1=CC=C(C=C1)N 4-(methylamino)phenylamine